C(C(C)C)OC(C)COC(C)COCC(C)C dipropylene glycol di-i-butyl ether